[(3R,9aR)-3-(4,5-dichloro-2-pyridyl)-3,4,6,7,9,9a-hexahydro-1H-pyrazino[2,1-c][1,4]oxazin-8-yl]-(2-chloro-3-methoxy-phenyl)methanone ClC1=CC(=NC=C1Cl)[C@H]1CN2[C@@H](CO1)CN(CC2)C(=O)C2=C(C(=CC=C2)OC)Cl